tert-butyl (2S,4R)-4-[(tert-butyldiphenylsilyl)oxy]-2-(5-[[4-(4-methyl-1,3-thiazol-5-yl)phenyl]methyl]-1,3-thiazol-2-yl)pyrrolidine-1-carboxylate [Si](C1=CC=CC=C1)(C1=CC=CC=C1)(C(C)(C)C)O[C@@H]1C[C@H](N(C1)C(=O)OC(C)(C)C)C=1SC(=CN1)CC1=CC=C(C=C1)C1=C(N=CS1)C